7-[1-(2,2-difluoroethyl)-3-methyl-1H-pyrazolo[3,4-d]pyrimidin-6-yl]-2-[4-(trifluoromethyl)pyridin-2-yl]-2,7-diazaspiro[3.5]nonane FC(CN1N=C(C=2C1=NC(=NC2)N2CCC1(CN(C1)C1=NC=CC(=C1)C(F)(F)F)CC2)C)F